FC(C(=O)O)(F)F.FC(C(=O)O)(F)F.FC1=C(C=C(C(=C1)C=1CCNCC1)F)NC(=O)C=1SC(=CC1)C=1CCNCC1 N-(2,5-difluoro-4-(1,2,3,6-tetrahydropyridin-4-yl)phenyl)-5-(1,2,3,6-tetrahydropyridin-4-yl)thiophene-2-carboxamide bistrifluoroacetic acid salt